6-[6-[4-[2-[[2-(1-Adamantyl)acetyl]amino]ethyl]piperazin-1-yl]pyridin-3-yl]-N-[(4,6-dimethyl-2-oxo-1H-pyridin-3-yl)methyl]-1-propan-2-ylindazole-4-carboxamide C12(CC3CC(CC(C1)C3)C2)CC(=O)NCCN2CCN(CC2)C2=CC=C(C=N2)C=2C=C(C=3C=NN(C3C2)C(C)C)C(=O)NCC=2C(NC(=CC2C)C)=O